(S)-N-(7-bromoimidazo[1,2-a]pyridin-2-yl)-1-cyano-pyrrolidine-3-carboxamide BrC1=CC=2N(C=C1)C=C(N2)NC(=O)[C@@H]2CN(CC2)C#N